C(C)OCC1(CCN(CC1)CC1=CC=C(C(=O)NN)C=C1)CCC1=CC=CC=C1 4-((4-(ethoxymethyl)-4-phenethylpiperidin-1-yl)methyl)benzoylhydrazine